C(C)(C)(C)[Si](O[C@H](C)CCSC)(C)C (R)-tert-butyldimethyl-((4-(methylthio)butan-2-yl)oxy)silane